(R)-1-(4-methyl-5-(9-(methylamino)pyrazolo[5,1-a][2,6]naphthyridin-5-yl)pyridin-2-yl)propan-1-ol CC1=CC(=NC=C1C=1N2C(C3=CC(=NC=C3C1)NC)=CC=N2)[C@@H](CC)O